3-(2-((4-((R)-2-(4-chloro-2-fluorophenyl)-2H-chromen-8-yl)piperidin-1-yl)methyl)-3-(((S)-oxetan-2-yl)methyl)-3H-imidazo[4,5-c]pyridin-6-yl)-1,2,4-oxadiazole ClC1=CC(=C(C=C1)[C@@H]1OC2=C(C=CC=C2C=C1)C1CCN(CC1)CC1=NC2=C(C=NC(=C2)C2=NOC=N2)N1C[C@H]1OCC1)F